COC([C@H](CCCC1=CC(=CC=C1)OCCCC)N1CCN(CCN(CCN(CC1)[C@H](C(OC)=O)CO)[C@H](C(OC)=O)CO)[C@H](C(=O)OC)CO)=O (2S)-5-(3-Butoxyphenyl)-2-{4,7,10-tris[(2S)-3-hydroxy-1-methoxy-1-oxopropan-2-yl]-1,4,7,10-tetraazacyclododec-1-yl}pentanoic acid methyl ester